tert-butyl 4-[7-bromo-2-chloro-8-fluoro-6-(3-furyl)quinazolin-4-yl]piperazine-1-carboxylate BrC1=C(C=C2C(=NC(=NC2=C1F)Cl)N1CCN(CC1)C(=O)OC(C)(C)C)C1=COC=C1